methyl-2-(methoxyimino)acetate COC(C=NOC)=O